(S)-(3-aminopyrrolidin-1-yl)(4-(pyridin-2-yl)-3,4-dihydroquinoxalin-1(2H)-yl)methanone N[C@@H]1CN(CC1)C(=O)N1CCN(C2=CC=CC=C12)C1=NC=CC=C1